BrC1=NN2C(CN([C@H](C2)C)C(=O)OC(C)(C)C)=C1 tert-butyl (6S)-2-bromo-6-methyl-6,7-dihydropyrazolo[1,5-a]pyrazine-5(4H)-carboxylate